FC(C=1C=CC(=NC1)N[C@H]1C[C@H](CCC1)C1=NN=C2N1C=CC(=C2)C#N)(F)F 3-((1S,3R)-3-((5-(trifluoromethyl)pyridin-2-yl)amino)cyclohexyl)-[1,2,4]triazolo[4,3-a]pyridine-7-carbonitrile